Methyl (1s,4s)-4-((2-((2-chloro-3-(2,3-dichloropyridin-4-yl)phenyl)carbamoyl)-1-methyl-1,4,6,7-tetrahydro-5H-imidazo[4,5-c]pyridin-5-yl)methyl)cyclohexane-1-carboxylate ClC1=C(C=CC=C1C1=C(C(=NC=C1)Cl)Cl)NC(=O)C=1N(C2=C(CN(CC2)CC2CCC(CC2)C(=O)OC)N1)C